C(CCCC)OC(CCCCCCC(C)OCC1=CC=CC=C1)OCCCCC 9,9-dipentyloxy-2-benzyloxynonane